CC=1C=C(C=NNC2=C3N=CN(C3=NC(=N2)N2CCOCC2)CC(=O)N2CCCC2)C=CC1 1-(2-(6-(2-(3-methylbenzylidene)hydrazinyl)-2-morpholino-9H-purin-9-yl)acetyl)pyrrolidine